OC1C(C(CC1)NC(C)=O)C N-(3-hydroxy-2-methylcyclopentyl)acetamide